C(=O)(O)C(O)C(O)C(=O)O.C(C)N(C(=O)[C@H]1CN([C@@H]2CC=3C4=C(C2=C1)C=CC=C4NC3)CC3=CC(=CC=C3)OC([2H])([2H])[2H])CC.C(C)N(C(=O)[C@H]3CN([C@@H]4CC=1C2=C(C4=C3)C=CC=C2NC1)CC1=CC(=CC=C1)OC([2H])([2H])[2H])CC (6aR,9R)-N,N-diethyl-7-(3-(methoxy-d3)benzyl)-4,6,6a,7,8,9-hexahydroindolo[4,3-fg]quinoline-9-carboxamide hemitartrate